ClC1=C(C=CC(=C1)Cl)CN 1-(2,4-dichlorophenyl)methylamine